2-(2-chloro-5-(4,4,5,5-tetramethyl-1,3,2-dioxaborolan-2-yl)phenyl)ethan-1-ol ClC1=C(C=C(C=C1)B1OC(C(O1)(C)C)(C)C)CCO